2-amino-5-fluorobenzonitrile NC1=C(C#N)C=C(C=C1)F